C(C)N(CC)CC.CC1=CC=C(C=C1)S(=O)(=O)O p-toluenesulfonic acid triethylamine salt